C(C)[C@@H]1N(C[C@H](N(C1)C(C)C1=NC=2N(C=C1)N=C(C2F)C)CC)C=2C=1C(N(C(N2)=O)C)=CNN1 7-((2S,5R)-2,5-diethyl-4-(1-(3-fluoro-2-methylpyrazolo[1,5-a]pyrimidin-5-yl)ethyl)piperazin-1-yl)-4-methyl-2,4-dihydro-5H-pyrazolo[4,3-d]pyrimidin-5-one